BrC1=CC(=C(C=C1)C=1C=C(C(=C(C1)F)C(F)(F)F)F)F 5-(4-bromo-2-fluoro-phenyl)-1,3-difluoro-2-(trifluoromethyl)benzene